BrC1=CC=C(C=C2C=C(C(C(=C2)C(C)(C)C)=O)C(C)(C)C)C=C1 4-(4-bromobenzylidene)-2,6-bis-tert-butylcyclohex-2,5-dien-1-one